BrC1=NN(C(N1C(C(=O)OCC)C)=O)CC1=CC=C(C=C1)Cl ethyl 2-[3-bromo-1-[(4-chlorophenyl)methyl]-5-oxo-1,2,4-triazol-4-yl]propanoate